BrC=1SC2=C(N1)C=CC(=C2)NC2=NC1=CC=C(C=C1C(=N2)NCCCO)C 3-((2-((2-bromobenzo[d]thiazol-6-yl)amino)-6-methylquinazolin-4-yl)amino)propan-1-ol